β-fluoro-alanine FC[C@H](N)C(=O)O